COC(=O)C=1N2C(SC1C=1C=NN(C1C)CC13CC4CC(CC(C1)C4)C3)=C(C(=N2)C)N 2-(1-(adamantan-1-ylmethyl)-5-methyl-1H-pyrazol-4-yl)-7-amino-6-methylpyrazolo[5,1-b]thiazole-3-carboxylic acid methyl ester